(R)-2-((3-cyclopropoxy-1-(1-methoxypropan-2-yl)-1H-pyrazol-4-yl)amino)-7-(tetrahydro-2H-pyran-4-yl)-7H-pyrrolo[2,3-d]pyrimidine-6-carbonitrile C1(CC1)OC1=NN(C=C1NC=1N=CC2=C(N1)N(C(=C2)C#N)C2CCOCC2)[C@@H](COC)C